diethylbis(methoxymethyl)silane C(C)[Si](COC)(COC)CC